(3R)-3-(3-fluoro-2-nitrophenoxy)pyrrolidine FC=1C(=C(O[C@H]2CNCC2)C=CC1)[N+](=O)[O-]